C(C)C1=C(C(=CC=C1)C)NC=1SC(=NN1)SC=1C=CC=2N(N1)N=NN2 N-(2-ethyl-6-methylphenyl)-5-(tetrazolo[1,5-b]pyridazin-6-ylthio)-1,3,4-thiadiazol-2-amine